1-[(1H-imidazol-4-yl)methyl]-4-methyl-3-{3-methyl-5-[4-(trifluoromethyl)phenoxy]phenyl}-1H,4H,5H-pyrrolo[3,2-b]pyridin-5-one N1C=NC(=C1)CN1C=C(C=2N(C(C=CC21)=O)C)C2=CC(=CC(=C2)OC2=CC=C(C=C2)C(F)(F)F)C